C(C)(C)(C)OC(NCCSP(=O)(C=C)OCC)=O (2-((Ethoxy(vinyl)phosphoryl)thio)ethyl)carbamic acid tert-butyl ester